COC=1C=C(C(=O)C2=NC3=CC=C(C=C3C(N2)=O)NC(CC2N(CCNC2)C)=O)C=CC1OC 2-(3,4-Dimethoxybenzoyl)-6-[2-(N-methylpiperazinyl)acetamido]-4(3H)-quinazolinone